cis-5-(4-Ethoxyphenyl)-N-ethylhexahydropyrrolo[3,4-c]pyrrole-2(1H)-carboxamide C(C)OC1=CC=C(C=C1)N1C[C@@H]2[C@H](C1)CN(C2)C(=O)NCC